1-isocyanato-3,3,5-trimethyl-5-isocyanatomethylcyclohexylamine N(=C=O)C1(CC(CC(C1)(CN=C=O)C)(C)C)N